FC1=CC(=C(C=C1)CN)OC 4-Fluoro-2-methoxybenzenemethanamine